N1-((3'-((6r,9r)-4,4-dimethyl-2-oxaspiro[5.5]undecan-9-yl)-4'H,6'H-spiro[cyclopropane-1,5'-pyrrolo[1,2-b]pyrazol]-2'-yl)methyl)-N1,N2-dimethylethane-1,2-diamine CC1(COCC2(C1)CCC(CC2)C2=C1N(N=C2CN(CCNC)C)CC2(C1)CC2)C